OCC1=C2C(=NC=C1)N(N=C2CNC(C=C)=O)C2=CC=C(C=C2)S(F)(F)(F)(F)F N-((4-(hydroxymethyl)-1-(4-(pentafluoro-lambda6-sulfanyl)phenyl)-1H-pyrazolo[3,4-b]pyridin-3-yl)methyl)acrylamide